N=1NC=C2C1SC=C2 2H-thieno[2,3-c]pyrazole